ClC1=CC(=NC=C1)NC1=CC(=NC=N1)NC=1C(=C2CNC(C2=CC1)=O)OC 5-((6-((4-Chloropyridin-2-yl)amino)pyrimidin-4-yl)amino)-4-methoxyisoindolin-1-one